CC(C)O[Si](OCC)(OCC)CCCOC(C=C)=O methyl-acryloxypropyl-triethoxysilane